C(C)(C)N1C(=NC=C1C1=NC(=NC=C1)NC1=C(C=C(C=C1)S(=O)(=O)CCCOC1CCC(CC1)CO)C)C [4-[3-[4-[[4-(3-isopropyl-2-methyl-imidazol-4-yl)pyrimidin-2-yl]amino]-3-methyl-phenyl]sulfonylpropoxy]cyclohexyl]methanol